di(2-ethylhexyl oxy) 4-dimethylaminophenyl phosphate P(=O)(OOCC(CCCC)CC)(OOCC(CCCC)CC)OC1=CC=C(C=C1)N(C)C